5-((6-(2-Hydroxy-1-methyl-4-(trifluoromethyl)phenyl)-4-methylpyridazin-3-yl)amino)-1-methyl-piperidin-2-one OC1C(C=CC(=C1)C(F)(F)F)(C)C1=CC(=C(N=N1)NC1CCC(N(C1)C)=O)C